C1(=CC=CC=C1)OC(C=C)=O.[Sb] stibium phenylacrylate